3-methyl-1-(6-{[6-(2-methylphenyl)-5-(trifluoromethyl)pyridin-2-yl]Sulfamoyl}pyridin-2-yl)piperidine-3-carboxylic acid CC1(CN(CCC1)C1=NC(=CC=C1)S(NC1=NC(=C(C=C1)C(F)(F)F)C1=C(C=CC=C1)C)(=O)=O)C(=O)O